2,2-difluoro-N-(4-fluoro-3-(trifluoromethyl)phenyl)-6-(2-methoxy-5-(1,2,3,4-tetrahydroisoquinolin-6-yl)benzamido)benzo[d][1,3]dioxole-5-carboxamide FC1(OC2=C(O1)C=C(C(=C2)C(=O)NC2=CC(=C(C=C2)F)C(F)(F)F)NC(C2=C(C=CC(=C2)C=2C=C1CCNCC1=CC2)OC)=O)F